CC1=NOC(=N1)C(=O)OCC ethyl 3-methyl-[1,2,4]oxadiazole-5-carboxylate